C(CCC)N(C(=O)NC1=CC(=C(C=C1)F)Cl)CC1=CN=C(C2=CC=CC=C12)OC 1-butyl-3-(3-chloro-4-fluorophenyl)-1-((1-methoxyisoquinolin-4-yl)methyl)urea